CC1(OC([C@H](O1)CC=O)=O)C (R)-2-(2,2-dimethyl-5-oxo-1,3-dioxolan-4-yl)acetaldehyde